methyl 5-((4-(2-(2,6-dioxopiperidin-3-yl)-1-oxoisoindolin-5-yl)piperidin-1-yl)methyl)furan-2-carboxylate O=C1NC(CCC1N1C(C2=CC=C(C=C2C1)C1CCN(CC1)CC1=CC=C(O1)C(=O)OC)=O)=O